CN1C2C(CCC1CC2)N 8-methyl-8-azabicyclo[3.2.1]octan-2-amine